1-(2-(1H-indol-3-yl)ethyl)-6,7-bis(2-methoxyethoxy)-2-((tetrahydro-2H-pyran-4-yl)methyl)-1,2,3,4-tetrahydroisoquinoline N1C=C(C2=CC=CC=C12)CCC1N(CCC2=CC(=C(C=C12)OCCOC)OCCOC)CC1CCOCC1